FC1=C(C#N)C=CC(=C1)OCCOC 2-fluoro-4-(2-methoxyethoxy)benzonitrile